O1C(=C(C=C1)C(=O)OC)C(=O)OC Dimethyl furan-dicarboxylate